FC1=CC=C(C=N1)C1=CNC2=NC=C(C=C21)C2=CC=C(CN1CC(CCC1)O)C=C2 1-(4-(3-(6-fluoropyridin-3-yl)-1H-pyrrolo[2,3-b]pyridin-5-yl)benzyl)piperidin-3-ol